Cl.Cl.CC1(NCC[C@@H]1NC1=NC(=C(C=C1)C=1N=CN(C1)C)C)C N-[(3S)-2,2-dimethylpyrrolidin-3-yl]-6-methyl-5-(1-methyl-1H-imidazol-4-yl)pyridin-2-amine, dihydrochloride